C(C)(C)(C)OC(=O)N1[C@@H](CN(CC1)C=1C2=C(N=CN1)N(C=C2I)C2=CC(=CC(=C2)F)F)C (R)-4-(7-(3,5-difluorophenyl)-5-iodo-7H-pyrrolo[2,3-d]pyrimidin-4-yl)-2-methylpiperazine-1-carboxylic acid tert-butyl ester